C(C)(C)(C)OC(=O)N1CC(CCC1)C(=O)C1=CC2=CC=C(C(=C2C=C1)CCl)OC 3-(5-(chloromethyl)-6-methoxy-2-naphthoyl)piperidine-1-carboxylic acid tert-butyl ester